FC(C(=O)O)(F)F.FC(C(C(C(=O)N)(F)F)(F)F)(F)F heptafluorobutanamide 2,2,2-trifluoroacetate